(S)-N-(1-((4-(1H-pyrrolo[2,3-b]pyridin-4-yl)phenyl)amino)-1-oxo-3,3-diphenylpropan-2-yl)-1-methyl-1H-pyrazole-5-carboxamide N1C=CC=2C1=NC=CC2C2=CC=C(C=C2)NC([C@H](C(C2=CC=CC=C2)C2=CC=CC=C2)NC(=O)C2=CC=NN2C)=O